C(C)N1C(N(C(C(=C1)C(=O)N)=O)C1=C(C=CC=C1)F)=O 1-ethyl-3-(2-fluorophenyl)-2,4-dioxo-1,2,3,4-tetrahydropyrimidine-5-carboxamide